C(CCCCCCCCCC)SC=1SC2=C(N1)C=CC=C2 2-(undecylthio)-1,3-benzothiazole